3-(3-methoxy-2-oxo-benzo[cJ]indol-1-yl)piperidine-2,6-dione COC1=CC=C2C3=C1C(N(C3=CC=C2)C2C(NC(CC2)=O)=O)=O